2-(4-fluoro-2-isopropyl-6-(2-((2-methyl-2-(4-sulfamoyl-1H-pyrazol-1-yl)propyl)amino)pyridin-4-yl)phenyl)acetic acid FC1=CC(=C(C(=C1)C1=CC(=NC=C1)NCC(C)(N1N=CC(=C1)S(N)(=O)=O)C)CC(=O)O)C(C)C